CC1=C(C(=NO1)C1=CC=CC=C1)C1=CC=C(C=C1)S(=O)(=O)N 4-(5-methyl-3-phenylisoxazol-4-yl)benzenesulfonamide